N-[(1R,3s,5S)-8-Azabicyclo[3.2.1]octan-3-yl]-5-[2,5-difluoro-4-(1H-pyrazol-4-yl)phenyl]-N-methyl[1,3]thiazolo[5,4-d][1,3]thiazol-2-amin [C@H]12CC(C[C@H](CC1)N2)N(C=2SC=1N=C(SC1N2)C2=C(C=C(C(=C2)F)C=2C=NNC2)F)C